N-{(3R)-1-[4-({(1R)-1-[3-(difluoromethyl)-2-fluorophenyl]ethyl}amino)-2-methylpyrido[3,4-d]pyrimidin-6-yl]pyrrolidin-3-yl}cyclopropanecarboxamide FC(C=1C(=C(C=CC1)[C@@H](C)NC=1C2=C(N=C(N1)C)C=NC(=C2)N2C[C@@H](CC2)NC(=O)C2CC2)F)F